7α-acetylthio-3-oxo-4,15-androstadiene C(C)(=O)S[C@H]1[C@H]2[C@@H]3C=CC[C@@]3(C)CC[C@@H]2[C@]2(CCC(C=C2C1)=O)C